N1(CCC1)C(=O)N1[C@H]([C@H](C(C1)(F)F)NS(N(C)C)(=O)=O)CC1=C(C(=CC=C1)Cl)F N'-((2S,3R)-1-(azetidine-1-carbonyl)-2-[(3-chloro-2-fluorophenyl)methyl]-4,4-difluoropyrrolidin-3-yl)-N,N-dimethyl-sulfuric diamide